2,4-dinitro-phenylalanine [N+](=O)([O-])C1=C(C[C@H](N)C(=O)O)C=CC(=C1)[N+](=O)[O-]